L-argininal hydrochloride Cl.N[C@@H](CCCNC(N)=N)C=O